r-aminoethyl methacrylate hydrochloride Cl.C(C(=C)C)(=O)OCCN